4-(1-Phenyl-1H-[1,2,3]triazol-4-yl)-phenol C1(=CC=CC=C1)N1N=NC(=C1)C1=CC=C(C=C1)O